(R)-4-(3-(3-(tert-butyl)piperazin-1-yl)-1,2,4-triazin-6-yl)-7-(3-methyl-1H-pyrazol-1-yl)-1H-indazole C(C)(C)(C)[C@@H]1CN(CCN1)C=1N=NC(=CN1)C1=C2C=NNC2=C(C=C1)N1N=C(C=C1)C